N1=NN(C2=NC=CC=C21)C2=CC=C(C(=O)N([C@H]1CN[C@@H](CC1)C)C1=NC=CC3=CC=CC(=C13)C)C=C2 4-(3H-[1,2,3]triazolo[4,5-b]pyridin-3-yl)-N-(8-methylisoquinolin-1-yl)-N-((3R,6R)-6-methylpiperidin-3-yl)benzamide